C(=C)[Si](O[Si](C)(C)C1=CC=CC=C1)(O[Si](C)(C)C1=CC=CC=C1)O[Si](C1=CC=CC=C1)(C)C vinyltris(dimethylphenylsiloxy)silane